trihexyl 1,3,5-benzenetricarboxylate C1(=CC(=CC(=C1)C(=O)OCCCCCC)C(=O)OCCCCCC)C(=O)OCCCCCC